NC=1N(C(C=2C=C(C(=NC2C1C(=O)N)OC(F)F)C)=O)C1=C(C(=CC=C1C)OCOC)C 7-amino-2-(difluoromethoxy)-6-(3-(methoxymethoxy)-2,6-dimethylphenyl)-3-methyl-5-oxo-5,6-dihydro-1,6-naphthyridine-8-carboxamide